C(C1=CC=CC=C1)N1CCN(CC1)CC1CNC1 benzyl-4-[(azetidin-3-yl)methyl]piperazine